N-(1,3-dimethylbutylidene)-3-(triethoxysilyl)-1-propaneamine CC(CC(C)C)=NCCC[Si](OCC)(OCC)OCC